The molecule is an L-lysine derivative obtained from nucleophilic cleavage of the beta-lactam ring of benzylpenicillin (penicillin G) by the epsilon-amino group of the L-lysine molecule. It contains a benzylpenicilloyl group. It derives from a benzylpenicillin. CC1([C@@H](N[C@H](S1)[C@@H](C(=O)NCCCC[C@@H](C(=O)O)N)NC(=O)CC2=CC=CC=C2)C(=O)O)C